(E)-4-{[3-(3-chloro-10,11-dihydro-5H-dibenzo[b,f]azepin-5-yl)propyl]amino}-N,N-dimethyl-but-2-enamide ClC=1C=CC2=C(N(C3=C(CC2)C=CC=C3)CCCNC/C=C/C(=O)N(C)C)C1